[O-]S(=O)(=O)C(F)(F)F.CC1=C(C=CC=C1)[I+]C1=CC=CC=C1 methyl-diphenyliodonium triflate